NC=1C2=C(N=CN1)N(C=C2C=2C(=C(C=CC2)NS(=O)(=O)C2=C(C=C(C(=C2)C)OC)F)F)C2CCN(CC2)C N-{3-[4-amino-7-(1-methyl-piperidin-4-yl)-7H-pyrrolo[2,3-d]pyrimidin-5-yl]-2-fluoro-phenyl}-2-fluoro-4-methoxy-5-methyl-benzenesulfonamide